2-Iodo-5-(isopropyl)benzo[b]thiophene-7-carbonitrile IC1=CC2=C(S1)C(=CC(=C2)C(C)C)C#N